8-((cis-4-((Z)-(tert-butoxyimino)(4-((2-oxooxazolidin-3-yl)methyl)phenyl)methyl)cyclohexyl)(methyl)amino)-5-methyl-6-oxo-5,6-dihydro-1,5-naphthyridine-2,7-dicarbonitrile C(C)(C)(C)O\N=C(\[C@H]1CC[C@H](CC1)N(C1=C(C(N(C=2C=CC(=NC12)C#N)C)=O)C#N)C)/C1=CC=C(C=C1)CN1C(OCC1)=O